NC1=C(C=C(C(=C1)F)Br)N[C@@H]1CN(CCC1)C(=O)OC(C)(C)C tert-butyl (S)-3-((2-amino-5-bromo-4-fluorophenyl)amino)piperidine-1-carboxylate